azaphenanthrobenzothiophene S1N=CC2=C1C1=C(C=C2)C=2C=CC=3C=CC=CC3C2C=C1